CC1=C(C(=NC=C1N)N)C(F)(F)F methyl-3-(trifluoromethyl)pyridine-2,5-diamine